2,7-dibutylsuberic acid ammonium [NH4+].C(CCC)C(C(=O)O)CCCCC(C(=O)O)CCCC